CC(CC(C(=O)OC)N1N=C(C(=CC1=O)C(F)(F)F)CC=O)C methyl 4-methyl-2-(6-oxo-3-(2-oxoethyl)-4-(trifluoromethyl)pyridazin-1(6H)-yl)pentanoate